(S)-2-(1-cyclopropyl-3-methyl-4-oxo-1,4-dihydro-5H-pyrazolo[3,4-d]pyridazin-5-yl)-N-(1-(2,4,6-trifluorophenyl)ethyl)acetamide C1(CC1)N1N=C(C2=C1C=NN(C2=O)CC(=O)N[C@@H](C)C2=C(C=C(C=C2F)F)F)C